5-chloro-N2-methyl-pyridine-2,3-diamine ClC=1C=C(C(=NC1)NC)N